4-(((1r,3s,5s)-8-((4-(difluoromethoxy)-2,6-difluorophenyl)sulfonyl)-8-azabicyclo[3.2.1]oct-3-yl)methyl)morpholine FC(OC1=CC(=C(C(=C1)F)S(=O)(=O)N1[C@H]2CC(C[C@@H]1CC2)CN2CCOCC2)F)F